FC1=C(C=C(CC=2C(=NC=CC2)N)C=C1)OC (4-fluoro-3-methoxybenzyl)pyridin-2-amine